CC1=NC=CC=C1S(=O)(=N)C1=CC=C(C(=O)OC)C=C1 methyl 4-[(2-methyl-3-pyridyl)sulfonimidoyl]benzoate